N1C=CC2=C(C=CC=C12)C=1N=C(C2=C(N1)C(=CS2)CN2CCN(CC2)C)N2[C@@H](COCC2)C (R)-4-(2-(1H-Indol-4-yl)-7-((4-methylpiperazin-1-yl)methyl)thieno[3,2-d]pyrimidine-4-yl)-3-methylmorpholine